bis(4-tert-butylphenyl)iodine chloride C(C)(C)(C)C1=CC=C(C=C1)I(C1=CC=C(C=C1)C(C)(C)C)Cl